tert-butyl (3S)-4-[6-fluoro-7-(2-fluoro-6-hydroxy-phenyl)-1-(2-isopropyl-4-methyl-3-pyridyl)-2-oxo-pyrido[2,3-d]pyrimidin-4-yl]-3-methyl-piperazine-1-carboxylate FC1=CC2=C(N(C(N=C2N2[C@H](CN(CC2)C(=O)OC(C)(C)C)C)=O)C=2C(=NC=CC2C)C(C)C)N=C1C1=C(C=CC=C1O)F